2-methacryloyl-L-lysine methyl ester COC([C@@](N)(CCCCN)C(C(=C)C)=O)=O